ClC1=C(C(=O)O)C=CC(=C1)C(OC1=CC=CC=C1OCC)C=C1C(C2=CC=CC=C2C1=O)=O 2-chloro-4-[(1,3-dioxo-1,3-dihydro-2H-inden-2-ylidene)methyl[6-ethoxyphenoxy]methyl]benzoic acid